F[C@H]1COC2(CN(C2)C(=O)OC(C)(C)C)C1 (R)-tert-Butyl 7-fluoro-5-oxa-2-azaspiro[3.4]octane-2-carboxylate